C(C)(C)(C)C1NC(C2=CC(=C(C=C2C1)OCCCOC)Cl)CC(C(=CN(C)C)P(OCC)(OCC)=O)=O Diethyl (4-(3-(tert-butyl)-7-chloro-6-(3-methoxypropoxy)-1,2,3,4-tetrahydroisoquinolin-1-yl)-1-(dimethylamino)-3-oxobut-1-en-2-yl)phosphonate